C1(=CC=CC=C1)[C@@H](C)C1(CCCC=2C3=CC(=CC=C3NC12)C=1C=NC=CC1)N ((R)-1-phenylethyl)-6-(pyridin-3-yl)-2,3,4,9-tetrahydro-1H-carbazol-1-amine